3-(5-Acetylpyridin-2-yl)propionic acid ethyl ester C(C)OC(CCC1=NC=C(C=C1)C(C)=O)=O